NC(CN1CCN(CCN(CCN(CC1)CC(=O)O)CC(=O)O)CC(=O)O)=O 2,2',2''-(10-(2-amino-2-oxoethyl)-1,4,7,10-tetraazacyclododecane-1,4,7-triyl)triacetic acid